methyl (methylcarbamoyl)-D-leucinate CNC(=O)N[C@H](CC(C)C)C(=O)OC